C1(=CC=CC=C1)C1=C(C(=CC=C1)C1=CC=CC=C1)F 2,6-diphenylfluorobenzene